3-(Difluoromethyl)-N-[(3S)-7-fluoro-1,1,3-trimethyl-2,3-dihydro-1H-inden-4-yl]-1-methyl-1H-pyrazole-4-carboxamide FC(C1=NN(C=C1C(=O)NC1=C2[C@H](CC(C2=C(C=C1)F)(C)C)C)C)F